3,7-dideaza-2'-deoxy-2'-fluoroadenosine F[C@H]1[C@@H](O[C@@H]([C@H]1O)CO)N1C=CC=2C(N)=NC=CC12